BrCC=1C=C(C=NC1F)C1C(NC(CC1)=O)=O 3-(5-(bromomethyl)-6-fluoropyridin-3-yl)piperidine-2,6-dione